N[C@@H](C)C(=O)OC(COC(COCCCC)C)C (±)-1-Methyl-2-[1-methyl-2-(butyloxy)ethoxy]ethyl alaninate